2'-bromo-3,3-dimethyl-7'-(trifluoromethyl)-2,3-dihydro-spiro-[indene-1,9'-xanthene] BrC1=CC=2C3(C4=CC(=CC=C4OC2C=C1)C(F)(F)F)CC(C1=CC=CC=C13)(C)C